BrC=1C=CC(=C(C1)C(C(=O)OCC)(F)F)F Ethyl 2-(5-bromo-2-fluorophenyl)-2,2-difluoroacetate